1-cyanomethylimidazole C(#N)CN1C=NC=C1